[Si](C1=CC=CC=C1)(C1=CC=CC=C1)(C(C)(C)C)OC1CCC(CC1)C=O 4-((tert-butyldiphenylsilyl)oxy)cyclohexanecarboxaldehyde